[N+](=O)([O-])C1=CC=C(OC=2C=3N(C=CC2)C=CN3)C=C1 8-(4-nitrophenoxy)imidazo[1,2-a]pyridine